ClC1=NC=CC(N1)=O 2-Chloropyrimidin-4(3H)-one